Phenyl 2-(benzo[c][1,2,5]thiadiazole-4-sulfonamido)-4,5-dimethylthiophene-3-carboxylate N=1SN=C2C1C=CC=C2S(=O)(=O)NC=2SC(=C(C2C(=O)OC2=CC=CC=C2)C)C